C(C)(C)(C)OC(=O)NC1CCN(CC1)S(=O)(=O)C=1C=C(C=CC1)C1CCN(CC1)CC1=CC(=C(C(=O)[O-])C=C1)C=O 4-((4-(3-((4-((tert-butoxycarbonyl) amino) piperidin-1-yl) sulfonyl) phenyl) piperidin-1-yl) methyl)-2-formylbenzoate